N-[(15aS,16R)-17,17-difluoro-7-methyl-1-oxo-2,3,15a,16,17,18-hexahydro-1H,15H-4,8-(azeno)-10,14-(metheno)pyrrolo[1,2-j][1,8,10]oxadiazacycloheptadecin-16-yl]ethanesulfonamide FC1([C@@H]([C@H]2N(C(NCC=3C=CC(=C(OC=4C=CC=C(C2)C4)N3)C)=O)C1)NS(=O)(=O)CC)F